3-(4-(4-((5-(4-(4-chloro-7,7-dimethyl-5-oxo-5,7-dihydroindolo[1,2-a]quinazolin-10-yl)piperidin-1-yl)pyrazin-2-yl)methyl)piperazin-1-yl)-2,6-difluorophenyl)piperidine-2,6-dione ClC=1C=2C(N=C3N(C2C=CC1)C1=CC(=CC=C1C3(C)C)C3CCN(CC3)C=3N=CC(=NC3)CN3CCN(CC3)C3=CC(=C(C(=C3)F)C3C(NC(CC3)=O)=O)F)=O